N,N-Dimethyl-4-(4,4,5,5-tetramethyl-1,3,2-dioxaborolan-2-yl)-1H-imidazole-1-sulfonamide CN(S(=O)(=O)N1C=NC(=C1)B1OC(C(O1)(C)C)(C)C)C